C1(CCCC1)NC(OC1=CC(=CC=C1)C=1C=NC=C(C1)C=1NC=CC1)=O 3-(5-(1H-pyrrol-2-yl)pyridin-3-yl)phenyl cyclopentylcarbamate